BrC=1C=C(C=CC1F)N1C=NC2=NC(=NC=C12)N 7-(3-bromo-4-fluorophenyl)-7H-purin-2-amine